C(C)(C)(C)NC(O[C@H]1C[C@H](CC1)C1=CC(=NN1)NC(COC1=C(C(=CC=C1)O)C=O)=O)=O (1R,3S)-3-(3-(2-(2-formyl-3-hydroxyphenoxy) acetamido)-1H-pyrazol-5-yl)cyclopentyl tert-butylcarbamate